FC(OC1=CC=C(C=C1)C(=O)N1CCCCC1)(F)F 1-{[4-(trifluoromethoxy)phenyl]carbonyl}piperidin